FC(C1=NN=C(O1)C1=CC(=C(C=C1)CN(C(=O)N1CC(SC(C1)C)C)C1=CC=C(C=C1)F)F)F N-[[4-[5-(difluoromethyl)-1,3,4-oxadiazol-2-yl]-2-fluoro-phenyl]methyl]-N-(4-fluorophenyl)-2,6-dimethyl-thiomorpholin-4-carboxamide